C(C)N(C1=CC=C(C=C1)N)CCO N-ethyl-N-(β-hydroxyethyl)-p-phenylenediamine